5-(3,3-difluoropiperidin-1-yl)-7-methylpyrazolo[1,5-a]Pyrimidine-3-carboxylic acid ethyl ester C(C)OC(=O)C=1C=NN2C1N=C(C=C2C)N2CC(CCC2)(F)F